N1C=C(C2=CC=CC=C12)CC(CCCC)NC(=O)C=1SC2=C(C1)C=CC(=C2)N2C(CN(CC2)C)=O N-[1-(1H-indol-3-yl)hexan-2-yl]-6-(4-methyl-2-oxopiperazin-1-yl)-1-benzothiophene-2-Carboxamide